[O-2].[O-2].[Zr+4].[Zr+4].[Zr+4] trizirconium dioxide